FC1=C(C(=CC=C1)F)C=1N=C(C2=C(N1)CNC2=O)NC2=CC(=C(C=C2)C)F 2-(2,6-difluorophenyl)-4-((3-fluoro-4-methylphenyl)amino)-6,7-dihydro-5H-pyrrolo[3,4-d]pyrimidin-5-one